N-((R)-1-(3-(difluoromethyl)-2-fluorophenyl)ethyl)-1-(1-(difluoromethyl)cyclopropyl)-4-(((3R,4s)-3-fluoro-1-methylpiperidin-4-yl)amino)-6-oxo-1,6-dihydropyridine-3-carboxamide FC(C=1C(=C(C=CC1)[C@@H](C)NC(=O)C1=CN(C(C=C1N[C@@H]1[C@@H](CN(CC1)C)F)=O)C1(CC1)C(F)F)F)F